CCCCCCCC1=CC(=O)C2=CC=CC=C2N1O 2-HEPTYL-4-HYDROXYQUINOLINE N-OXIDE